COC(=O)C1=CC=2C(=NC(=CC2F)OC)N1 4-fluoro-6-methoxy-1H-pyrrolo[2,3-b]pyridine-2-carboxylic acid methyl ester